FC=1C=C(CC2(CCC2)CNC(=O)C2=NN(C(N2)=O)C)C=C(C1)F N-((1-(3,5-difluorobenzyl)cyclobutyl)methyl)-1-methyl-5-oxo-4,5-dihydro-1H-1,2,4-triazole-3-carboxamide